3-[4-amino-5-(1-methyl-1H-pyrazol-3-yl)-7H-pyrrolo[2,3-d]pyrimidin-7-yl]-5-{2-[2-(azetidin-1-yl)quinolin-7-yl]ethyl}-2-fluorocyclopentan-1-ol NC=1C2=C(N=CN1)N(C=C2C2=NN(C=C2)C)C2C(C(C(C2)CCC2=CC=C1C=CC(=NC1=C2)N2CCC2)O)F